C1(CCC1)C=1C(=NN(C1NC(=O)[C@@H]1C(C1)(F)F)C)C1CC(C1)(F)F (R)-N-(4-cyclobutyl-3-(3,3-difluorocyclobutyl)-1-methyl-1H-pyrazol-5-yl)-2,2-difluorocyclopropane-1-carboxamide